4-((R)-5H-imidazo[5,1-a]isoindol-5-yl)spiro[2.3]hexan-5-ol C=1N=CN2C1C1=CC=CC=C1[C@H]2C2C1(CC1)CC2O